S1N=CC(=C1)C=1C=C2C=C(N=CC2=CC1)NC(=O)C1CCN(CC1)C N-(6-(isothiazol-4-yl)isoquinolin-3-yl)-1-methylpiperidine-4-carboxamide